FC1=C(C=C2C3=C(N=CN=C13)N1[C@H](CO2)CN([C@@H](C1)C)C(=O)OC(C)(C)C)C=1C(=CC=C2C=CN=C(C12)OC)C tert-butyl (8aS,11R)-4-fluoro-5-(1-methoxy-7-methylisoquinolin-8-yl)-11-methyl-8a,9,11,12-tetrahydropyrazino[2',1':3,4][1,4]oxazepino[5,6,7-de]quinazoline-10(8H)-carboxylate